naphtho[1,8-de][1,2]oxazin-3(2H)-one O1NC(C2=C3C1=CC=CC3=CC=C2)=O